BrC1=CN=CC(=N1)C(C)(C)O 2-(6-bromopyrazin-2-yl)propan-2-ol